C(C)(=O)[O-].C(C)(=O)[O-].[Pd+2].COC1=C(C=CC(=C1)OC)CNC1=NN=C(C2=CC(=CC=C12)C1=CC(=C(C=C1)CCOC1OCCCC1)B1OC(C(O1)(C)C)(C)C)C N-[(2,4-DIMETHOXYPHENYL)METHYL]-4-METHYL-6-[4-[2-(OXAN-2-YLOXY)ETHYL]-3-(4,4,5,5-TETRAMETHYL-1,3,2-DIOXABOROLAN-2-YL)PHENYL]PHTHALAZIN-1-AMINE Palladium(II) diacetate